2-(4-chloro-6-methoxy-2-methylphenyl)-4,4,5,5-tetramethyl-1,3,2-dioxaborolane ClC1=CC(=C(C(=C1)OC)B1OC(C(O1)(C)C)(C)C)C